C(C)(C)N1C(=NN=C1)C1=CC=CC(=N1)N1C(N(CC1)C1=CC=C(C=C1)N1CC(C1)C(C#N)C(C)C)=O 2-(1-(4-(3-(6-(4-isopropyl-4H-1,2,4-triazol-3-yl)pyridin-2-yl)-2-oxoimidazolidin-1-yl)phenyl)azetidin-3-yl)-3-methylbutanenitrile